Cl.C(C)(=O)N[C@H]1C(O)O[C@@H]([C@H]([C@@H]1O)O)CO N-acetyl-D-glucosamine HCl